FC(C1=C(C=CC(=C1)C(F)(F)F)C1CCC2=C(N(C1=O)CC#CC1CCCCC1)C=CC(=C2)F)(F)F 3-(2,4-bis(trifluoromethyl)phenyl)-1-(3-cyclohexylprop-2-ynyl)-7-fluoro-4,5-dihydro-1H-benzo[b]azepin-2(3H)-one